(2S)-2-[[(2S)-2-amino-3-[5-[bis(2-chloroethyl)amino]-1-methyl-benzimidazol-2-yl]propionyl]amino]-4-methyl-pentanoic acid methyl ester dihydrochloride Cl.Cl.COC([C@H](CC(C)C)NC([C@H](CC1=NC2=C(N1C)C=CC(=C2)N(CCCl)CCCl)N)=O)=O